NCC1=CC=C(C=C1)C1=CC=CC=2N(C(NC21)=O)C2N(CCCC2)C(=O)NC2=CC(=C(C=C2)Cl)Cl 4-[4-(Aminomethyl)phenyl]-2-oxo-2,3-dihydro-1H-1,3-benzodiazol-1-yl-N-(3,4-dichlorophenyl)piperidine-1-carboxamide